OC1(CC1)C=1C=C(C=CC1)C1(CC1)NC(=O)C1=CC=2C(=NC(=CC2)C=2C=NNC2)N1C N-(1-(3-(1-hydroxycyclopropyl)phenyl)cyclopropyl)-1-methyl-6-(1H-pyrazol-4-yl)-1H-pyrrolo[2,3-b]pyridine-2-carboxamide